3,3'-dimethyl-4,4'-biphenyl diisocyanate [N-]=C=O.[N-]=C=O.CC=1C=CC=CC1C1=C(C=CC=C1)C